NC1C(CN(CC1)CC1=CC=2C(=CN=C(C2C2=CC(=C(C#N)C=C2)F)C2=CC(=C(C=C2)OC)F)N1C)(C)C 4-(2-((4-Amino-3,3-dimethylpiperidin-1-yl)methyl)-5-(3-fluoro-4-methoxyphenyl)-1-methyl-1H-pyrrolo[2,3-c]pyridin-4-yl)-2-fluorobenzonitrile